C(C1=CC=CC=C1)O[C@H]1[C@@H](NCC1)COC1CC=C(CC1)C=1C=C2C=NN(C2=CC1OCC(=O)OCC)COCC[Si](C)(C)C ethyl 2-((5-(4-(((2S,3R)-3-(benzyloxy)pyrrolidin-2-yl)methoxy)cyclohex-1-en-1-yl)-1-((2-(trimethylsilyl)ethoxy)methyl)-1H-indazol-6-yl)oxy)acetate